3,4-dimethylpiperazine CC1CNCCN1C